[Si](C)(C)(C(C)(C)C)OCC(CNC(=O)N1CC(OCC1)C1=CC(=C(C=C1)F)F)CC1=CC=C(C=C1)C(F)(F)F N-(3-((tert-butyldimethylsilyl)oxy)-2-(4-(trifluoromethyl)benzyl)propyl)-2-(3,4-difluorophenyl)morpholine-4-carboxamide